C(#C)C=1C=C(CN2CC(CC2)CNC(=O)C2CCN(CC2)C2=NC(=NO2)C2=CC=C(C=C2)OC)C=CC1 N-((1-(3-ethynylbenzyl)pyrrolidin-3-yl)methyl)-1-(3-(4-methoxyphenyl)-1,2,4-oxadiazol-5-yl)piperidine-4-carboxamide